BrC1=C(C=C2C(CCC3(C2=C1)CC3)=O)OC 7'-bromo-6'-methoxy-2',3'-dihydro-4'H-spiro[cyclopropane-1,1'-naphthalen]-4'-one